C(C)OC(=O)C=1[C@@H](N=C(NC1CBr)C=1SC=CN1)C1=C(C(=CC=C1)F)C (S)-6-(bromomethyl)-4-(3-fluoro-2-Methyl-phenyl)-2-(thiazol-2-yl)-1,4-dihydropyrimidine-5-carboxylic acid ethyl ester